methyl 4-amino-3-formylbenzoate NC1=C(C=C(C(=O)OC)C=C1)C=O